4-bromo-6-methoxy-7-methylquinoline BrC1=CC=NC2=CC(=C(C=C12)OC)C